ClC1=NC=C(C(=C1)CC(C(=O)OCC)=O)[N+](=O)[O-] ethyl 3-(2-chloro-5-nitro-4-pyridyl)-2-oxo-propanoate